N-(3-amino-1,2,4-thiadiazole-5-yl)-2''-(difluoromethyl)-3-fluoro-5''-methoxy-2-oxo-2H-[1,2':4',4''-terpyridine]-5'-carboxamide NC1=NSC(=N1)NC(=O)C=1C(=CC(=NC1)N1C(C(=CC=C1)F)=O)C1=CC(=NC=C1OC)C(F)F